FC1=C(CN2[C@@H](CCC2=O)CC(=O)N[C@@H](C(C)C)C(=O)OCC2=CC=C(C=C2)C)C=CC=C1F 4-Methylbenzyl (2-((S)-1-(2,3-difluorobenzyl)-5-oxopyrrolidin-2-yl)acetyl)-L-valinate